1-vinyl-3-methylimidazoledinitrile C(=C)N1C(N(C(=C1)C#N)C)C#N